4-(4-(6-methylpyridin-2-yl)-1H-pyrazol-3-yl)pyridin CC1=CC=CC(=N1)C=1C(=NNC1)C1=CC=NC=C1